N1=C(C=CC=C1)C1(CCOC2(CCCC2)C1)[N] 9-(pyridin-2-yl)-6-oxaspiro[4.5]decane-9-yl-nitrogen